7-fluoro-3-(1-methylpiperidin-3-yl)-1H-indole FC=1C=CC=C2C(=CNC12)C1CN(CCC1)C